CC=1N=CNC1C=C 4-methyl-5-vinylimidazole